3-(aminomethyl)-N-[3-(aminomethyl)-3,5,5-trimethylcyclohexyl]-3,5,5-trimethylcyclohexylamine NCC1(CC(CC(C1)(C)C)NC1CC(CC(C1)(C)C)(C)CN)C